N-(3,3-Dimethylbutyl)-6-(2,6-dimethylphenyl)-2,2,13-trioxo-9-oxa-2λ6-thia-3,5,12,19-tetrazatricyclo[12.3.1.14,8]nonadeca-1(18),4(19),5,7,14,16-hexaene-10-carboxamide CC(CCNC(=O)C1OC2=CC(=NC(NS(C=3C=CC=C(C(NC1)=O)C3)(=O)=O)=N2)C2=C(C=CC=C2C)C)(C)C